ClC1=C(C(=O)NC2(C[C@@H]3[C@@H](CN(C3)C3=NC=C(C=C3)C=3C=4N(C=C(C3)C=3C=NN(C3)C)N=CC4C#N)C2)C)C(=CC=C1)F 2-chloro-N-((3aR,5s,6aS)-2-(5-(3-cyano-6-(1-methyl-1H-pyrazol-4-yl)pyrazolo[1,5-a]pyridin-4-yl)pyridin-2-yl)-5-methyloctahydrocyclopenta[c]pyrrol-5-yl)-6-fluorobenzamide